C(C=C)(=O)N1CC(CCC1)C=1N=C(N2C(=NC=CC21)N)C2=CC(=C(C(=O)NC1=NC=CC(=C1)C1CC1)C=C2)F 4-(1-(1-acryloylpiperidin-3-yl)-5-aminoimidazo[1,5-c]pyrimidin-3-yl)-N-(4-cyclopropylpyridin-2-yl)-2-fluorobenzamide